4-(3-(2-Chloro-4-morpholinothieno[3,2-d]pyrimidin-6-yl)prop-2-yn-1-yl)morpholine ClC=1N=C(C2=C(N1)C=C(S2)C#CCN2CCOCC2)N2CCOCC2